FC(C(=O)O)(F)F.NC1CN(C1)C(=O)C1=CC=C(C=C1)N[C@@H]1C[C@@H](N(C2=CC=CC=C12)C(CC)=O)C 1-[(2S,4R)-4-{[4-(3-aminoazetidine-1-carbonyl)phenyl]amino}-2-methyl-3,4-dihydroquinolin-1(2H)-yl]propan-1-one trifluoroacetate